C(N)(=O)C=1C=C2C(=CC=NC2=CC1OCC(C)O)OC1=CC=C(C=C1)NC(=O)C1(CC1)C(=O)NC1=CC=C(C=C1)F 1-N-[4-[6-carbamoyl-7-(2-hydroxypropoxy)quinolin-4-yl]oxyphenyl]-1-N'-(4-fluorophenyl)cyclopropane-1,1-dicarboxamide